N1(CCCCC1)C(=O)C=1C=C(C=CC1)C1=CC=C(C=C1)OC=1N=NNC1C(=O)O 4-((3'-(piperidine-1-carbonyl)-[1,1'-biphenyl]-4-yl)oxy)-1H-1,2,3-triazole-5-carboxylic acid